N-Fmoc-D-2-phenylglycine C(=O)(OCC1C2=CC=CC=C2C2=CC=CC=C12)N[C@@H](C(=O)O)C1=CC=CC=C1